(benzyloxy)-1-butanol C(C1=CC=CC=C1)OC(CCC)O